CC(COC(CCC)=O)=CCCC=C(C)C butanoic acid-2,7-dimethyl-2,6-octadienyl ester